FC=1C(=C(C=C(C1)CC(C)C)N1CC(N(CC1)CC=1N=NC=CC1)(C)C)C=1N=NNN1 3-[[4-[3-fluoro-5-isobutyl-2-(2H-tetrazol-5-yl)phenyl]-2,2-dimethyl-piperazin-1-yl]methyl]pyridazine